NC1CCC(CC1)CC1CCC(CC1)N Bis-(4-amino-cyclohexyl)methan